N-(1-((1S,3R)-3-((5-Cyanopyrimidin-2-yl)amino)cyclohexyl)-2-(difluoromethyl)-1H-benzo[d]imidazol-5-yl)acrylamide C(#N)C=1C=NC(=NC1)N[C@H]1C[C@H](CCC1)N1C(=NC2=C1C=CC(=C2)NC(C=C)=O)C(F)F